N-[(3S)-1-{5-[3-(2,6-difluorophenyl)-5-fluoropyridin-2-yl]-5-methyl-4,5-dihydro-1,2-oxazol-3-yl}pyrrolidin-3-yl]methanesulfonamide FC1=C(C(=CC=C1)F)C=1C(=NC=C(C1)F)C1(CC(=NO1)N1C[C@H](CC1)NS(=O)(=O)C)C